(2R,3R)-N1,N4-bis(2-(2-(2-(2-(3-((R or S)-6,8-dichloro-2-methyl-1,2,3,4-tetrahydroisoquinolin-4-yl)phenylsulfonamido)ethoxy)ethoxy)ethoxy)ethyl)-2,3-dihydroxysuccinamide ClC=1C=C2[C@H](CN(CC2=C(C1)Cl)C)C=1C=C(C=CC1)S(=O)(=O)NCCOCCOCCOCCNC([C@@H]([C@H](C(=O)NCCOCCOCCOCCNS(=O)(=O)C1=CC(=CC=C1)[C@H]1CN(CC2=C(C=C(C=C12)Cl)Cl)C)O)O)=O |o1:4,62|